[4-[3-(2-Hydroxy-4,6-dimethoxyphenyl)-3-oxoprop-1-enyl]phenyl] acetate C(C)(=O)OC1=CC=C(C=C1)C=CC(=O)C1=C(C=C(C=C1OC)OC)O